1-[3-[6-[3-(dimethylamino)phenyl]imidazo[1,2-b]pyridazin-3-yl]phenyl]ethanone CN(C=1C=C(C=CC1)C=1C=CC=2N(N1)C(=CN2)C=2C=C(C=CC2)C(C)=O)C